1-isopropyl-5-(2-methylheptanoylamino)-1H-pyrazole-4-carboxamide C(C)(C)N1N=CC(=C1NC(C(CCCCC)C)=O)C(=O)N